3-((7-(2-amino-7-fluorobenzo[d]thiazol-4-yl)-4-(3,8-diazabicyclo[3.2.1]octan-3-yl)-8-fluoro-6-(trifluoromethyl)quinazolin-2-yl)oxy)cyclobutan-1-ol NC=1SC2=C(N1)C(=CC=C2F)C2=C(C=C1C(=NC(=NC1=C2F)OC2CC(C2)O)N2CC1CCC(C2)N1)C(F)(F)F